C(C1=CC=CC=C1)OC(=O)N[C@@H](C(=O)OCC1=CC=CC=C1)CNC(C1=CC(=CC(=C1)F)C1=C(OC=C1)CC)=O (R)-benzyl 2-(((benzyloxy)carbonyl)amino)-3-(3-(2-ethylfuran-3-yl)-5-fluorobenzamido)propanoate